C(C1=CC(C(=O)NCCCN(CCCCCCCCCC(C(=O)O)(CCCCCC)CCCC)CCCCCCCCCC(C(=O)O)(CCCCCC)CCCC)=CC=C1)(=O)NCCCN(CCCCCCCCCC(C(=O)O)(CCCCCC)CCCC)CCCCCCCCCC(C(=O)O)(CCCCCC)CCCC.NCCC(=O)N beta-aminopropionamide (((isophthaloylbis(azanediyl))bis(propane-3,1-diyl))bis(azanetriyl))tetrakis(nonane-9,1-diyl)tetrakis(2-butyloctanoate)